C(C)N1N=C(C(=C1)C=1C=C(C=C2C([C@H](COC12)CC1=CC(=CC(=N1)N1CC(C1)N(CC(=O)O)C)C)=O)CN1C(=NC=C1)C)C(F)(F)F (S)-N-(1-(6-((8-(1-ethyl-3-(trifluoromethyl)-1H-pyrazol-4-yl)-6-((2-methyl-1H-imidazol-1-yl)methyl)-4-oxochroman-3-yl)methyl)-4-methylpyridin-2-yl)azetidin-3-yl)-N-methylglycine